pyridinium (Pyridinium) [NH+]1=CC=CC=C1.[NH+]1=CC=CC=C1